(pyridin-2-yl)methoxy-2H,2''H-[1,2':4',1''-terpyridine] N1=C(C=CC=C1)COC1N(C=CC=C1)C1=NC=CC(=C1)N1CC=CC=C1